ClC=1C=C2C(=NC1N1CCC(CC1)(O)C)N(N=C2)C=2C=NN(C2)C2CC2 1-[5-chloro-1-(1-cyclopropyl-1H-pyrazol-4-yl)-1H-pyrazolo[3,4-b]pyridin-6-yl]-4-methylpiperidin-4-ol